(1S,3S,5R)-5-(hydroxymethyl)-2-azabicyclo[3.1.0]Hexane-2,3-dicarboxylic acid 2-(tert-butyl) ester 3-methyl ester COC(=O)[C@H]1N([C@H]2C[C@]2(C1)CO)C(=O)OC(C)(C)C